C(C)(C)(C)OC(=O)N1CCCC1C 5-methylpyrrolidine-1-carboxylic acid tert-butyl ester